(S)-1,3-dihydro-spiro[indene-2,4'-piperidine]-1-amine-dihydrochloride Cl.Cl.N1CCC2(CC1)[C@@H](C1=CC=CC=C1C2)N